Cl.Cl.FC1=C(C=CC(=C1)C1NCCOC1)C=1N=C2SC3=C(N2C1)C=CC(=C3)C(=O)NCCCN3CCC(CC3)F (2-fluoro-4-(morpholin-3-yl)phenyl)-N-(3-(4-fluoropiperidin-1-yl)propyl)benzo[d]imidazo[2,1-b]thiazole-7-carboxamide dihydrochloride